benzyl ((S)-3-(r-butoxy)-1-((2R,5'S)-5'-carbamoyl-5,7-difluoro-3-oxo-3,4-dihydrospiro[benzo[b][1,4]oxazine-2,3'-pyrrolidin]-1'-yl)-1-oxopropan-2-yl)(methyl)carbamate C(CCC)OC[C@@H](C(=O)N1C[C@]2(C[C@H]1C(N)=O)C(NC1=C(O2)C=C(C=C1F)F)=O)N(C(OCC1=CC=CC=C1)=O)C